C1(CCCC1)C1=C(NC=2N=C(N=C(C21)N)C2=C(C=CC=C2)F)C cyclopentyl-2-(2-fluorophenyl)-6-methyl-7H-pyrrolo[2,3-d]pyrimidin-4-amine